[Si](C)(C)(C(C)(C)C)OCCN1[C@H](CCC1)CO [(2R)-1-[2-[tert-butyl(dimethyl)silyl]oxyethyl]pyrrolidin-2-yl]methanol